4-chloro-1H,3H-furo[3,4-c]quinoline-7-carbaldehyde ClC1=NC=2C=C(C=CC2C2=C1COC2)C=O